CN[C@H]([C@H](C)CC)C(=O)O N-methyl-D-isoleucine